OC1CN(CC1)C1=NC=CC(=N1)N1CC2(CCC1)OCC(N(CC2)CC(=O)O)=O 2-(2-(2-(3-hydroxypyrrolidin-1-yl)pyrimidin-4-yl)-9-oxo-7-oxa-2,10-diazaspiro[5.6]-dodecan-10-yl)acetic acid